C1(CCC1)C=1NC(=NN1)C1CC2(CN(C2)C(=O)N2CC3(C2)CN(C3)CC3=C(C=C(C=C3)F)F)C1 [6-(5-cyclobutyl-4H-1,2,4-triazol-3-yl)-2-azaspiro[3.3]heptan-2-yl]-[6-[(2,4-difluorophenyl)methyl]-2,6-diazaspiro[3.3]heptan-2-yl]methanone